ClC=1C=C(C=CC1)C1=CC(=NO1)N(C(=O)[C@H]1N(CCC1)C#N)C (S)-N-(5-(3-chlorophenyl)isoxazol-3-yl)-1-cyano-N-methylpyrrolidine-2-carboxamide